CN1CCN(CC1)CC1=C(C=CC=C1)C=1C=C(C=CC1)C1=NNC=C1C1=C2C(NCNC2=CC=C1)=O 5-[3-[3-[(4-methylpiperazin-1-yl)methylphenyl]phenyl]-1H-pyrazol-4-yl]-2,3-dihydroquinazolin-4-one